COC=1C=C2\C(\C(NC2=CC1)=O)=C/C1=NC=CC=C1 (E)-5-methoxy-3-(pyridine-2-ylmethylene)indolin-2-one